3-(((1R)-1-(3-(6-oxa-3-azabicyclo[3.1.1]heptan-3-yl)-2-cyano-7-methylquinoxalin-5-yl)ethyl)amino)-6-chloropicolinic acid C12CN(CC(O1)C2)C=2C(=NC1=CC(=CC(=C1N2)[C@@H](C)NC=2C(=NC(=CC2)Cl)C(=O)O)C)C#N